OCCOC1=CC=C(C=C1)C(C1C(C=CC=C1)(C)O)=O 4'-(2-hydroxyethoxy)-2-hydroxy-2-methylbenzophenone